nickel cobalt tungsten molybdenum sulfide [Mo]=S.[W].[Co].[Ni]